N-ethyl-N-methyl-sulfamoyl fluoride C(C)N(S(=O)(=O)F)C